CC1=NN(C=C1C(=O)O)C1=NC(=NC=C1)NC1=CC(=C(C=C1)N1CCOCC1)[N+](=O)[O-] 3-methyl-1-(2-(4-morpholino-3-nitrophenylamino)pyrimidin-4-yl)-1H-pyrazole-4-carboxylic acid